FC(S(=O)(=O)NC1=C(C=CC=C1)C1=CC=C2[C@H]([C@@H](COC2=C1)CC1=NC=CC=C1)O)F 1,1-Difluoro-N-(2-((3R,4S)-4-hydroxy-3-(pyridin-2-ylmethyl)chroman-7-yl)phenyl)methanesulfonamide